4-chloro-3-(6,7-dichloro-4-oxo-1,4-dihydroquinolin-2-yl)benzonitrile ClC1=C(C=C(C#N)C=C1)C=1NC2=CC(=C(C=C2C(C1)=O)Cl)Cl